C1(=CC=CC=C1)[Si](OCOCC)(OCOCC)OCOCC phenyltri(ethoxymethoxy)silane